NC1=C(C(NC2=C(C=CC=C12)C1=C(C=CC(=C1)CN1CCN(CC1)C)F)=O)C(=O)NCCC 4-Amino-8-[2-fluoro-5-[(4-methylpiperazin-1-yl)methyl]phenyl]-2-oxo-N-propyl-1H-quinoline-3-carboxamide